COC1=C(C=C2C(=CC=NC2=C1)NC1=CC(=CC(=C1)C1=CC=NC=C1)OC)C(=O)N 7-Methoxy-4-((3-Methoxy-5-(pyridin-4-yl)phenyl)amino)quinoline-6-carboxamide